N1=C(C=CC=C1)C1(CCCCCCC1)C1=NC=CC=C1 dipyridylcyclooctane